2,4-dimethylolbutane C(O)C(C)CCCO